COC(=O)C1=NN(C=N1)CC1=CC=C(C=C1)F.Cl\C(=C(\I)/Cl)\C1=CC=CC=C1 (E)-(1,2-dichloro-2-iodovinyl)benzene methyl-1-(4-fluorobenzyl)-1H-1,2,4-triazole-3-carboxylate